3-(1H-imidazol-2-yl)pyridin-4-ol N1C(=NC=C1)C=1C=NC=CC1O